CC1C(N1)C(=O)[O-] 3-methylaziridine-2-carboxylate